ClC=1C=CC(=C(C1)NC(C(=O)N[C@H](C(=O)NC1=CC=C(C(=O)O)C=C1)CC1=CC=CC=C1)=O)OC(F)(F)F (S)-4-(2-(2-((5-chloro-2-(trifluoromethoxy)phenyl)amino)-2-oxoacetamido)-3-phenylpropionamido)benzoic acid